6-(2-Methylimidazo[1,2-a]pyridin-7-yl)-5-(2-(3,3,3-trifluoro-2,2-dimethylpropyl)oxazol-5-yl)picolinonitril CC=1N=C2N(C=CC(=C2)C2=C(C=CC(=N2)C#N)C2=CN=C(O2)CC(C(F)(F)F)(C)C)C1